C(C)(C)OC=1C2=CC=CC=C2C(=C2CC=CCC12)OC(C)C 9,10-diisopropoxy-1,4-dihydroanthracene